CC1=C(C(=O)C2=CC=CC=C2C1=O)C/C=C(\\C)/CCCC(C)CC/C=C(\\C)/CC/C=C(\\C)/CC/C=C(\\C)/CC/C=C(\\C)/CC/C=C(\\C)/CC/C=C(\\C)/CC/C=C(\\C)/COS(=O)(=O)[O-] The molecule is a member of the class of menaquinones that is menaquinone-9 in which the double bond that is second nearest to the naphthoquinone moiety has been dihydrogenated and one of the terminal methyl hydrogens has been replaced by a sulf group.